N(=[N+]=[N-])[C@@H]1COC2=NC(=CC=C21)C(F)(F)F (S)-3-azido-6-(trifluoromethyl)-2,3-dihydrofuro[2,3-b]pyridine